ClC1=C(C=C(C=C1)F)[C@H]1C=2N(CC(N1)=O)C(=NC2NC(=O)C2=NSC1=C2C=C(C=C1)F)C(=O)OCC Ethyl (S)-8-(2-chloro-5-fluorophenyl)-1-(5-fluorobenzo[d]isothiazole-3-carboxamido)-6-oxo-5,6,7,8-tetrahydroimidazo[1,5-a]pyrazine-3-carboxylate